(Z)-3-n-butyl-6-chloroisoindoline-1-one oxime C(CCC)C1N\C(\C2=CC(=CC=C12)Cl)=N/O